C(#N)C[C@@H]1N(CCN(C1)C=1C2=C(N=C(N1)OC[C@H]1N(CCC1)C)CN(C2)C2CC1=CC=CC3=CC=CC2=C13)C(=O)OCC1=CC=CC=C1 Benzyl (2S)-2-(cyanomethyl)-4-(6-(1,2-dihydroacenaphthylen-1-yl)-2-(((S)-1-methylpyrrolidin-2-yl)methoxy)-6,7-dihydro-5H-pyrrolo[3,4-d]pyrimidin-4-yl)piperazine-1-carboxylate